2-[[6-[2-[cyclopropyl(methyl)amino]-2-oxo-ethyl]-2-pyridyl]amino]-N-(3-hydroxy-2,6-dimethyl-phenyl)thiazole-5-carboxamide C1(CC1)N(C(CC1=CC=CC(=N1)NC=1SC(=CN1)C(=O)NC1=C(C(=CC=C1C)O)C)=O)C